BrCCCCOCC1=CC=CC=C1 [(4-bromobutoxy)methyl]benzene